dioctylammonium salicylate C(C=1C(O)=CC=CC1)(=O)[O-].C(CCCCCCC)[NH2+]CCCCCCCC